FC1=CC=NC=C1C(=O)O p-fluoronicotinic acid